(1r)-4-methyl-3-cyclohexen CC1=CCCCC1